(S)-3-amino-4-(2-furyl)-butyric acid N[C@H](CC(=O)O)CC=1OC=CC1